FC1=C(C=CC(=C1F)C)C=1N=NN(C1)[C@H]1[C@H]([C@H](O[C@@H]([C@@H]1OC)CC1=NOC(=C1)C1(CCCCC1)O)CO)O (2R,3R,4S,5R,6R)-4-(4-(2,3-difluoro-4-methylphenyl)-1H-1,2,3-triazol-1-yl)-6-((5-(1-hydroxycyclohexyl)isoxazol-3-yl)methyl)-2-(hydroxymethyl)-5-methoxytetrahydro-2H-pyran-3-ol